tert-butyl 5-(bromomethyl)-2-cyano-indole-1-carboxylate BrCC=1C=C2C=C(N(C2=CC1)C(=O)OC(C)(C)C)C#N